C(=O)(O)N1N=C(C=C1)C(=O)O 1-carboxyl-1H-pyrazole-3-carboxylic acid